(allyloxy)-3-(3-butyn-1-oxy)-2-propanol difluorophosphite P(F)(F)OC(COCC=C)COCCC#C